C(=O)O.F[C@H]1[C@H](C1)C(=O)NC1=NC=C2C=C(C(N(C2=C1)C)=O)C=1C=NC(=C(C1C)F)/C(/CC)=N/O (1R,2R)-2-fluoro-N-(3-(5-fluoro-6-((E)-1-(hydroxyimino)propyl)-4-methylpyridin-3-yl)-1-methyl-2-oxo-1,2-dihydro-1,6-naphthyridin-7-yl)cyclopropane-1-carboxamide formate